C(C)N1C2=CC=3C(C4=C5CCC[N+]=6CC=CC(=CC4=C(C3C=C2C(CC1(C)C)C)C1=C(C(=O)N(CCCC(C)=O)C)C=CC=C1)C56)(C)C 2-(7-ethyl-3,3,8,8,10-pentamethyl-7-aza-21-azoniahexacyclo[15.7.1.02,15.04,13.06,11.021,25]pentacosa-1,4(13),5,11,14,16,18,21(25)-octaen-14-yl)-N-methyl-N-(4-oxopentyl)benzamide